NC1=NC=NN2C1=C(C=C2C=2C=C(C(=NC2)OC)C(=O)N[C@@H]2CN(C[C@@H]2F)C(C2=C(C=CC=C2)Cl)=O)CN2CCC(CC2)(F)F 5-{4-amino-5-[(4,4-difluoropiperidin-1-yl)methyl]pyrrolo[2,1-f][1,2,4]triazin-7-yl}-N-[(3R,4S)-1-(2-chlorobenzoyl)-4-fluoropyrrolidin-3-yl]-2-methoxypyridine-3-carboxamide